C(C)(C)(C)C=1C(=C(C=C(C1)CCC(=O)OC)N1N=C2C(=N1)C=CC=C2)O 2-(3-t-butyl-2-hydroxy-5-(2-methoxycarbonyl-ethyl)phenyl)-2H-benzotriazole